COC1=NC=CC(=C1)C1=CC(=NN1)C(=O)N1CCC(CC1)C(=O)NC1CCC(CC1)C 1-(5-(2-methoxypyridin-4-yl)-1H-pyrazole-3-carbonyl)-N-(4-methylcyclohexyl)piperidine-4-carboxamide